4-chloro-2-methoxy-5-nitroaniline ClC1=CC(=C(N)C=C1[N+](=O)[O-])OC